OC[C@@]1(OC2=C(C1)C=C(C(=C2)N2CCN(CC2)C)NC(=O)C=2C=NN1C2N=CC=C1)C N-[(2R)-2-(hydroxymethyl)-2-methyl-6-(4-methylpiperazin-1-yl)-3H-benzofuran-5-yl]pyrazolo[1,5-a]pyrimidine-3-carboxamide